1-(2,2-difluorocyclobutyl)-2-nitrobenzene FC1(C(CC1)C1=C(C=CC=C1)[N+](=O)[O-])F